C1(=CC=CC=C1)C=CC1=CC=C(C=C1)C=CC1=CC=CC=C1 p-bis(2-phenylethenyl)benzene